COC1=C(C(=C2NC=3C=CC=CC3C(C2=C1)=O)C)C 7-methoxy-5,6-dimethyl-9-acridone